tris(propyl) borate B(OCCC)(OCCC)OCCC